(4-((5-(1,3-dimethyl-1H-pyrazol-4-yl)isoquinolin-3-yl)amino)-3-methoxyphenyl)(3-methoxyazetidin-1-yl)methanone CN1N=C(C(=C1)C1=C2C=C(N=CC2=CC=C1)NC1=C(C=C(C=C1)C(=O)N1CC(C1)OC)OC)C